NCC=1C=NC(=NC1)C1=C(C=C(C#N)C=C1)OC1=CN=NC(=C1)NC(C)C 4-[5-(aminomethyl)pyrimidin-2-yl]-3-[6-(propan-2-ylamino)pyridazin-4-yl]oxybenzonitrile